(6R,7S)-7-(tert-butoxycarbonyl)-2,2,3,3,11,11-hexamethyl-9-oxo-4,10-dioxa-8-aza-3-siladodecan-6-yl [1,1'-biphenyl]-4-carboxylate C1(=CC=C(C=C1)C(=O)O[C@@H](CO[Si](C(C)(C)C)(C)C)[C@H](NC(OC(C)(C)C)=O)C(=O)OC(C)(C)C)C1=CC=CC=C1